ClC1=CC=C(C(=C1NC(C1=C(C=C(C(=C1)F)N1N=C(N(C1=O)CC)CO)O[C@H](C(F)(F)F)C)=O)F)O N-(6-chloro-2-fluoro-3-hydroxyphenyl)-4-[4-ethyl-3-(hydroxymethyl)-5-oxo-4,5-dihydro-1H-1,2,4-triazol-1-yl]-5-fluoro-2-{[(2S)-1,1,1-trifluoropropan-2-yl]oxy}benzamide